1-(fluoromethyl)-N-methoxy-N-methyl-2-oxabicyclo[2.1.1]hexane-4-carboxamide FCC12OCC(C1)(C2)C(=O)N(C)OC